octacarboxynickel C(=O)(O)[Ni](C(=O)O)(C(=O)O)(C(=O)O)(C(=O)O)(C(=O)O)(C(=O)O)C(=O)O